C1(CCC1)CCN1N=CC(=C1)C=1C(=NC=CC1)C1=CC=C2C=CC=NC2=C1 7-{3-[1-(2-Cyclobutylethyl)-1H-pyrazol-4-yl]pyridin-2-yl}chinolin